1-methyl-3-({6-[(5-methyl-1,2-oxazol-3-yl)methoxy]-1H-indol-2-yl}methyl)-1-[1-(pyridazin-3-yl)piperidin-3-yl]urea CN(C(=O)NCC=1NC2=CC(=CC=C2C1)OCC1=NOC(=C1)C)C1CN(CCC1)C=1N=NC=CC1